1-((3S,4R)-4-(3,4-difluorophenyl)-1-(2-methoxyethyl)pyrrolidin-3-yl)-3-(3-(2-hydroxy-2-methylpropoxy)-4-methyl-1-phenyl-1H-pyrazol-5-yl)urea FC=1C=C(C=CC1F)[C@H]1[C@@H](CN(C1)CCOC)NC(=O)NC1=C(C(=NN1C1=CC=CC=C1)OCC(C)(C)O)C